NC1=C(C=NN1C1=CC=NC2=CC=CC=C12)C(=O)N1C[C@@]2(CCC1)C1=C(NC(O2)=O)C=CC(=C1F)Cl (R)-1'-(5-Amino-1-(quinolin-4-yl)-1H-pyrazole-4-carbonyl)-6-chloro-5-fluorospiro[benzo[d][1,3]oxazine-4,3'-piperidin]-2(1H)-one